CC1(CN(C1)CC[C@@H](NC(=O)C1=CC=2C(=NC=3CC[C@@H](CC3C2)C(C)(C)C)S1)C1=CC=C(C=C1)C1=CNC(C=C1)=O)C[NH3+] [3-methyl-1-[(3R)-3-[4-(6-oxo-1H-pyridin-3-yl)phenyl]-3-[[(6S)-6-tert-butyl-5,6,7,8-tetrahydrothieno[2,3-b]quinoline-2-carbonyl]amino]propyl]azetidin-3-yl]methylammonium